ethyl 5-hydroxy-1-(tetrahydro-2H-pyran-2-yl)-1H-indazole-6-carboxylate OC=1C=C2C=NN(C2=CC1C(=O)OCC)C1OCCCC1